FC(C1=NC=CC=C1C(=O)N[C@]1(CC(C2=CC=CC=C12)(C)C)CC)F 2-(difluoromethyl)-N-[(3S)-3-ethyl-1,1-dimethyl-indan-3-yl]pyridin-3-carboxamide